BrC1=C(C=C(C(=C1)[N+](=O)[O-])F)Cl 1-bromo-2-chloro-4-fluoro-5-nitrobenzene